6-chloro-7-(3-(difluoromethoxy)phenyl)-4-((2S)-2-methyl-4-(2-propenoyl)-1-piperazinyl)-1-(2-(2-propanyl)phenyl)pyrido[2,3-d]pyrimidin-2(1H)-one ClC1=CC2=C(N(C(N=C2N2[C@H](CN(CC2)C(C=C)=O)C)=O)C2=C(C=CC=C2)C(C)C)N=C1C1=CC(=CC=C1)OC(F)F